CC(C)C1(OCC=N1)CCO 2-(1-methyl-ethyl)-3-oxazolineethanol